1-(2-((2-((3-chloro-2-fluorobenzyl)amino)-2-oxoethyl)(isopropyl)amino)-2-oxoethyl)-N5-(pyridin-4-ylmethyl)-1H-indazole-3,5-dicarboxamide ClC=1C(=C(CNC(CN(C(CN2N=C(C3=CC(=CC=C23)C(=O)NCC2=CC=NC=C2)C(=O)N)=O)C(C)C)=O)C=CC1)F